C[Si](N1CN(CCC1)CCC[Si](OC)(OC)OC)(C)C 3-(3-trimethylsilyl-1-hexahydropyrimidyl)propyltrimethoxysilane